S(=O)(=O)(C1=CC(=C(C=C1)O)N)C1=CC(=C(C=C1)O)N 4,4'-sulfonylbis(2-aminophenol)